1-(4,5-difluoro-2-methyl-phenyl)piperazine FC1=CC(=C(C=C1F)N1CCNCC1)C